1-bromo-4-(chloromethyl)-2-fluoro-3-methylbenzene BrC1=C(C(=C(C=C1)CCl)C)F